3-(1,1-difluoro-2-(4-hydroxy-4-(hydroxymethyl)piperidin-1-yl)-2-oxoethyl)-N-(3,4-difluoro-5-methylphenyl)-4-fluorobenzamide FC(C(=O)N1CCC(CC1)(CO)O)(F)C=1C=C(C(=O)NC2=CC(=C(C(=C2)C)F)F)C=CC1F